tert-butyl (6R)-6-hydroxy-1,4-oxazepane-4-carboxylate O[C@@H]1CN(CCOC1)C(=O)OC(C)(C)C